7-chloro-4-oxo-1-(1,2,4-thiadiazol-5-yl)-1,4-dihydro-1,8-naphthyridine-3-carboxylate ClC1=CC=C2C(C(=CN(C2=N1)C1=NC=NS1)C(=O)[O-])=O